7-Chloro-3'-methyl-2-(3-methylbut-2-enoyl)-1'-phenyl-2H-spiro[phthalazine-1,4'-pyrazol]-5'(1'H)-one ClC1=CC=C2C=NN(C3(C(=NN(C3=O)C3=CC=CC=C3)C)C2=C1)C(C=C(C)C)=O